CC(=O)NCCCNCCCCNCCCNC(=O)C.Cl.Cl DIACETYLSPERMINE